C(CCC)(=O)[C-]1C=CC=C1.[C-]1(C=CC=C1)C(CCC)=O.[Fe+2] 1,1'-dibutyryl-ferrocene